[Mn].OC1=CC=C(C=C1)C=1C2=CC=C(N2)C(=C2C=CC(C(=C3C=CC(=C(C=4C=CC1N4)C4=CC=CC=C4)N3)C3=CC=CC=C3)=N2)C2=CC=CC=C2 5-(4-hydroxyphenyl)-10,15,20-triphenylporphyrin manganese